(8-Bromo-[1,2,4]triazolo[1,5-a]pyridin-6-yl)(t-butoxycarbonyl)carbamic acid tert-butyl ester C(C)(C)(C)OC(N(C(=O)OC(C)(C)C)C=1C=C(C=2N(C1)N=CN2)Br)=O